C(C)N(CCC)CC N,N-diethylpropane-1-amine